[N+](=O)([O-])C=1C=NC(=NC1)N 5-nitropyrimidine-2-amine